N-(3-(2-isopropyl-5-(2-((2-(methylsulfonyl)ethyl)amino)pyrimidin-4-yl)thiazol-4-yl)phenyl)-morpholine-4-sulfonamide C(C)(C)C=1SC(=C(N1)C=1C=C(C=CC1)NS(=O)(=O)N1CCOCC1)C1=NC(=NC=C1)NCCS(=O)(=O)C